C1(CCCCC1)OC1=CC=C(C=N1)N1C2=C(OCC1)C=NC(=N2)C(=O)OC methyl 8-(6-(cyclohexyloxy) pyridin-3-yl)-7,8-dihydro-6H-pyrimido[5,4-b][1,4]oxazine-2-carboxylate